(S)-N-[(R)-[4,5-dichloro-2-(prop-2-en-1-yloxy)phenyl][1-(2-oxo-1,3-diazinane-5-carbonyl)piperidin-4-yl]methyl]-2-methylpropane-2-sulfinamide ClC1=CC(=C(C=C1Cl)[C@H](N[S@@](=O)C(C)(C)C)C1CCN(CC1)C(=O)C1CNC(NC1)=O)OCC=C